OC1=C(C=CC=C1)C1=CC2=C(N=N1)NCC21CCN(CC1)C1CN(CC1)C(=O)OC(C)(C)C tert-butyl 3-(3'-(2-hydroxyphenyl)-6',7'-dihydrospiro[piperidine-4,5'-pyrrolo[2,3-c]pyridazin]-1-yl)pyrrolidine-1-carboxylate